ClC=1C(=NC=CC1)O[C@@H]1CN(CC1)C1=C(C=C(C=C1)C1=CC=CC=C1)C=O (S)-4-(3-(3-chloropyridin-2-yloxy)pyrrolidin-1-yl)biphenyl-3-carbaldehyde